3-((N-(1-Methyl-1H-pyrazol-3-yl))sulfamoyl)-1-(1,2,3,5,6,7-hexahydro-s-indacen-4-yl)urea, potassium salt [K].CN1N=C(C=C1)NS(=O)(=O)NC(NC1=C2CCCC2=CC=2CCCC12)=O